(2S)-1-(8-(6-chloronaphthalen-2-ylsulfonyl)-1-oxa-8-azaspiro[4.5]decan-3-ylamino)-3-(3-(methylsulfonyl)phenoxy)propan-2-ol ClC=1C=C2C=CC(=CC2=CC1)S(=O)(=O)N1CCC2(CC(CO2)NC[C@@H](COC2=CC(=CC=C2)S(=O)(=O)C)O)CC1